FC=1C(=NC=CN1)N1N=C(C(=C1)C(=O)NC1=NC(=CC=C1)C=1N2C(=NN1)CC[C@H]2C)OC (R)-1-(3-Fluoropyrazin-2-yl)-3-methoxy-N-(6-(5-methyl-6,7-dihydro-5H-pyrrolo[2,1-c][1,2,4]triazol-3-yl)pyridin-2-yl)-1H-pyrazole-4-carboxamide